2-(2,2,3,3,3-Pentafluoropropoxy)-1,3,2-dioxaphospholan FC(COP1OCCO1)(C(F)(F)F)F